tert-butyl (1R,5S)-2-(((7-bromo-6,8-difluoro-2-(methylthio)-4-oxo-3,4-dihydroquinazolin-5-yl)oxy)methyl)-3,8-diazabicyclo[3.2.1]octane-8-carboxylate BrC1=C(C(=C2C(NC(=NC2=C1F)SC)=O)OCC1[C@H]2CC[C@@H](CN1)N2C(=O)OC(C)(C)C)F